3-(5-(5H-pyrido[4,3-b]indol-7-yl)pyridin-2-yl)propan-2-yn-1-ol C1=NC=CC=2NC=3C=C(C=CC3C21)C=2C=CC(=NC2)C#CCO